ClC1=C(C(=CC=C1Cl)OC)C=1C(CCC1)=O (2,3-dichloro-6-methoxyphenyl)cyclopent-2-en-1-one